BrC1=C2C=CC(=CC2=CC=C1)CN1C=CC2=C(C=CC(=C12)C(=O)NC1CC2(CCC2)C1)F (Sa)-6-(1-((5-Bromonaphthalin-2-yl)methyl)-4-fluoro-1H-indol-7-carboxamido)spiro[3.3]-heptan